2-methyl-1-(pyrimidin-2-yl)indole CC=1N(C2=CC=CC=C2C1)C1=NC=CC=N1